C1([C@H](O)[C@H](O)[C@H](O1)CO)N1NC2=NC=NC(=C2C1I)N 2-ribofuranosyl-3-iodo-2,3-dihydro-1h-pyrazolo[3,4-d]pyrimidin-4-ylamine